(S)-Ethyl 3-(6-methoxypyridin-3-yl)-3-(1-methyl-3-methylenecyclobutanecarboxamido)propanoate COC1=CC=C(C=N1)[C@H](CC(=O)OCC)NC(=O)C1(CC(C1)=C)C